N-(3-((6-(2,6-dimethylphenyl)-7-oxo-7H-pyrano[2,3-d]pyrimidin-2-yl)amino)phenyl)acetamide CC1=C(C(=CC=C1)C)C1=CC2=C(N=C(N=C2)NC=2C=C(C=CC2)NC(C)=O)OC1=O